6-[(1S)-1-aminoethyl]pyridine-3-carbonitrile N[C@@H](C)C1=CC=C(C=N1)C#N